tert-Butyl (1S,4S)-5-(4-amino-1H-pyrazol-1-yl)-2-azabicyclo[2.2.1]heptane-2-carboxylate NC=1C=NN(C1)C1[C@@H]2CN([C@H](C1)C2)C(=O)OC(C)(C)C